1-(1-(6-aminopyridin-3-yl)ethyl)piperidin-3-ol NC1=CC=C(C=N1)C(C)N1CC(CCC1)O